C1(CCCC1)N1C(N(C=2C=NC(=CC21)NC=2C=NC=C(C2)C)C)=O 1-cyclopentyl-3-methyl-6-((5-methylpyridin-3-yl)amino)-1,3-dihydro-2H-imidazo[4,5-c]pyridin-2-one